5,7,9,11,13,15-hexahydroxyhexadec-2-enal OC(CC=CC=O)CC(CC(CC(CC(CC(C)O)O)O)O)O